triazolylideneruthenium(0) N=1N=NC(C1)=[Ru-2]